2-chloro-oxazolo[4,5-b]pyridine ClC=1OC=2C(=NC=CC2)N1